C(C)(C)(C)[Si](OC[C@]1(O[C@H]([C@H]([C@@H]1OC(C1=CC=CC=C1)(C1=CC=CC=C1)C1=CC=C(C=C1)OC)F)N1C(NC(C(=C1)F)=O)=O)C=O)(C)C (2R,3R,4S,5R)-2-{[(tert-butyldimethyl-silyl)oxy]methyl}-4-fluoro-5-(5-fluoro-2,4-dioxo-3H-pyrimidin-1-yl)-3-[(4-methoxyphenyl)diphenylmethoxy]oxolane-2-carbaldehyde